NC1=CC=C(C=N1)C#CC=1C=C(C(=O)NNC(C2=C(C=CC=C2C)Cl)=O)C=CC1C 2-Chloro-6-methyl-benzoic acid N'-[3-(6-amino-pyridin-3-ylethynyl)-4-methyl-benzoyl]hydrazide